5-ethynyl-2-(4-((1-methylpiperidin-3-yl)amino)phthalazin-1-yl)phenol formic acid salt C(=O)O.C(#C)C=1C=CC(=C(C1)O)C1=NN=C(C2=CC=CC=C12)NC1CN(CCC1)C